CCCCCCCCCCCCCCCCCCCCC(=O)O[C@H](COC(=O)CCCCCCCCCCCCCCCCC)COP(=O)(O)OC[C@H](CO)O 1-octadecanoyl-2-heneicosanoyl-glycero-3-phospho-(1'-sn-glycerol)